(4-(ethylsulfonyl)phenyl)ethanol C(C)S(=O)(=O)C1=CC=C(C=C1)C(C)O